C1(CC1)C(C)C1(NC(=NC(=N1)NC1=CC=NC=C1)C1=CC=CC=C1)N 2-(1-cyclopropylethyl)-6-phenyl-N4-(pyridin-4-yl)-1,3,5-triazine-2,4-diamine